CCCCCCCCCCCCCC(=O)O[C@H](COC(=O)CCCCCCCCCCCC)COP(=O)(O)OC[C@H](CO)O 1-tridecanoyl-2-tetradecanoyl-glycero-3-phospho-(1'-sn-glycerol)